4-(5-(3-((6-(3-carboxypropionyl)-3-methoxy-6,7-dihydro-5H-pyrrolo[3,4-b]pyridin-2-yl)oxy)propoxy)-6-methoxythieno[3,2-b]pyridin-2-yl)-4-oxobutanoic acid C(=O)(O)CCC(=O)N1CC2=NC(=C(C=C2C1)OC)OCCCOC1=C(C=C2C(=N1)C=C(S2)C(CCC(=O)O)=O)OC